BrC1=C(N(C2=CC=CC=C2)C=2SC=CC2)C=CC=C1 2-bromo-N-(2-thienyl)-N-phenylaniline